NC1=C(C=C(N=N1)C1=C(C=CC=C1)O)N1CC2CCC(C1)N2C2=CC(=NC=C2)C#CCN2C1CCC(C2)C1 2-[6-amino-5-[8-[2-[3-(2-azabicyclo[2.2.1]heptan-2-yl)prop-1-ynyl]-4-pyridyl]-3,8-diazabicyclo[3.2.1]octan-3-yl]pyridazin-3-yl]phenol